BrC=1C=C(C=CC1)OB(O)O (3-bromophenyl)boric acid